O[C@@H]1[C@@H](N)[C@@H](O)[C@H](O)[C@H](O1)CO α-D-mannosamine